5-chloro-N2,N2-dimethylpyridine-2,4-diamine ClC=1C(=CC(=NC1)N(C)C)N